N-(8-(methylamino)-5-phenyl-2,7-naphthyridin-3-yl)acetamide CNC=1N=CC(=C2C=C(N=CC12)NC(C)=O)C1=CC=CC=C1